N1CCC(CC1)C=1C=CC(=C2C=CN=CC12)C(F)(F)F 8-(piperidin-4-yl)-5-(trifluoromethyl)isoquinoline